4,6-dihydrospiro[cyclopenta[d]oxazole-5,4'-piperidin]-6-amine N1CCC2(CC1)C(C1=C(N=CO1)C2)N